N[C@@H](CCC(=O)NC1=CC=C(C=C1)[N+](=O)[O-])C(=O)O L-γ-glutamyl-4-nitroaniline